ClC=1C(=NC(=NC1)N[C@H]1[C@@H]([C@@H]2CO[C@H](C1)O2)O)C2=CC(=C1C(=C(N(C1=C2)C(C)C)C(C)(C)O)C#N)F 6-(5-chloro-2-(((1S,2S,3R,5S)-2-hydroxy-6,8-dioxabicyclo[3.2.1]octan-3-yl)amino)pyrimidin-4-yl)-4-fluoro-2-(2-hydroxypropan-2-yl)-1-isopropyl-1H-indole-3-carbonitrile